2-(5-fluoro-2,3,7,8-tetrakis(4-fluorophenyl)benzo[de]chromen-9-yl)-1,4,5,6-tetrahydropyrimidine FC=1C=C2C3=C(C(=C(OC3=C(C(=C2C2=CC=C(C=C2)F)C2=CC=C(C=C2)F)C=2NCCCN2)C2=CC=C(C=C2)F)C2=CC=C(C=C2)F)C1